N-phenyl-N-(2-(4-(thiophen-2-ylmethyl)piperazin-1-yl)ethyl)acetamide C1(=CC=CC=C1)N(C(C)=O)CCN1CCN(CC1)CC=1SC=CC1